1-Bromoethyl-2-methyl-4,5-diphenyl-imidazole BrC(C)N1C(=NC(=C1C1=CC=CC=C1)C1=CC=CC=C1)C